OC1=CC=C(C=C1)/C=C/C=1C=C(C=C(C1)O)O 5-[(E)-2-(4-hydroxyphenyl)ethen-1-yl]benzene-1,3-diol